Calcium yttrium [Y].[Ca]